Br.Br.BrCCNCCCN N-(2-bromoethyl)-1,3-propylenediamine dihydrobromide